(3R,4R)-1-Cyclopropylmethyl-4-{[5-(2,4,6-trifluoro-phenyl)-isoxazole-3-carbonyl]-amino}piperidine-3-carboxylic acid ((R)-1-cyclobutyl-ethyl)-amide C1(CCC1)[C@@H](C)NC(=O)[C@@H]1CN(CC[C@H]1NC(=O)C1=NOC(=C1)C1=C(C=C(C=C1F)F)F)CC1CC1